Methyl (E)-8-(2-(5-bromo-2,3-dichlorophenyl)hydrazineylidene)-7-methyl-1,4-dioxaspiro[4.5]decane-7-carboxylate BrC=1C=C(C(=C(C1)N\N=C/1\C(CC2(OCCO2)CC1)(C(=O)OC)C)Cl)Cl